(2R)-2-(hydroxymethyl)piperazine-1-carboxylate OC[C@@H]1N(CCNC1)C(=O)[O-]